Nα-lauroyl-arginine C(CCCCCCCCCCC)(=O)N[C@@H](CCCNC(N)=N)C(=O)O